[S-2].[Zn+2].[Si+4].[S-2].[S-2] silicon-zinc sulfide